O.O=C[C@H](O)[C@@H](O)[C@H](O)[C@H](O)CO D-Glucose monohydrate